NC1=C(C=CC(=C1)P(=O)(C)C)NC(C(CC1=CC=CC=C1)N1C(N=C(C(=C1)OC)C1=C(C=CC(=C1)Cl)N1N=NC(=C1)Cl)=O)=O N-(2-amino-4-(dimethylphosphoryl)phenyl)-2-(4-(5-chloro-2-(4-chloro-1H-1,2,3-triazol-1-yl)phenyl)-5-methoxy-2-oxopyrimidin-1(2H)-yl)-3-phenylpropionamide